8-[1-(2,2-difluoroethyl)pyrazolo[3,4-b]pyrazin-6-yl]-2-[4-methoxy-6-(trifluoromethyl)pyridin-2-yl]-2,8-diazaspiro[4.5]decan-1-one FC(CN1N=CC=2C1=NC(=CN2)N2CCC1(CCN(C1=O)C1=NC(=CC(=C1)OC)C(F)(F)F)CC2)F